C(C)(C)(C)OC(=O)C1=CC=C(C=C1)N1CCC(CC1)[C@@H](C1=C(C=CC(=C1)C(=O)NC1=CC=C(C=C1)N1CCC(CC1)C(=O)OCC)C1=CC=C(C=C1)Cl)O[Si](C)(C)C(C)(C)C Ethyl (S)-1-(4-(2-((1-(4-(tert-butoxycarbonyl)phenyl)piperidin-4-yl)((tert-butyldimethylsilyl)oxy)methyl)-4'-chloro-[1,1'-biphenyl]-4-carboxamido)phenyl)piperidine-4-carboxylate